((2R,3S,4R,5S)-5-(4-aminopyrrolo[2,1-f][1,2,4]triazin-7-yl)-2-cyano-3-hydroxy-4-(isobutyryloxy)tetrahydrofuran-2-yl)methyl benzoate C(C1=CC=CC=C1)(=O)OC[C@]1(O[C@H]([C@@H]([C@@H]1O)OC(C(C)C)=O)C1=CC=C2C(=NC=NN21)N)C#N